2-chloro-4-methoxy-N,N-dimethyltryptamine ClC1=C(CCN(C)C)C2=C(C=CC=C2N1)OC